6'-Chloromethyl-4,5-dihydro-2H,3'H-spiro[furan-3,1'-isobenzofuran] ClCC1=CC=C2COC3(C2=C1)COCC3